5-bromo-2-(bromomethyl)-1-benzothiophene BrC=1C=CC2=C(C=C(S2)CBr)C1